FC1=C(C(=CC(=C1)C(NC)=O)F)C1=NC2=C(C=NC(=C2)C)N1C[C@H]1CN(CCO1)C(=O)OC Methyl (S)-2-((2-(2,6-difluoro-4-(methylcarbamoyl)phenyl)-6-methyl-3H-imidazo[4,5-c]pyridine-3-yl)methyl)morpholine-4-carboxylate